BrC1=CC(=C(C(=C1)F)[C@H]1N([C@@H](CC2=C1NC1=CC=CC=C21)C)C21CC(C2)(C1)CO)F (3-((1R,3R)-1-(4-bromo-2,6-difluorophenyl)-3-methyl-1,3,4,9-tetrahydro-2H-pyrido[3,4-b]indol-2-yl)bicyclo[1.1.1]pentan-1-yl)methanol